ClC=1C(=NC=CN1)[C@@H](O)C1=CC(=C(C=C1)F)C1=NC=NC2=CC(=CC=C12)N1CCOCC1 (S)-(3-Chloro-pyrazin-2-yl)-[4-fluoro-3-(7-morpholin-4-yl-quinazolin-4-yl)phenyl]-methanol